COC=1C=C(C=C(C1)C#CC1=NC=CC=C1)NC(=O)C1=CC2=C(NC(CCC2)=O)C=C1 N-(3-METHOXY-5-(PYRIDIN-2-YLETHYNYL)PHENYL)-2-OXO-2,3,4,5-TETRAHYDRO-1H-BENZO[B]AZEPINE-7-CARBOXAMIDE